4-hydroxy-N-{(1R)-2-hydroxy-1-[4-(1H-1,2,4-triazol-1-yl)phenyl]ethyl}-L-prolinamide OC1C[C@H](NC1)C(=O)N[C@@H](CO)C1=CC=C(C=C1)N1N=CN=C1